3-oxetanyl citronellate C(CC(C)CCC=C(C)C)(=O)OC1COC1